CN(C(C(=O)C1=CC=C(C=C1)N1CCOCC1)(CC)CC1=CC=CC=C1)C 2-dimethylamino-2-benzyl-1-(4-morpholinylphenyl)butan-1-one